ClC1=CC=C(OC2=NC=CC=C2C=2OC(/C(/N2)=C/N(C)C)=O)C=C1 (Z)-2-(2-(4-chlorophenoxy)-pyridin-3-yl)-4-((dimethyl-amino)methylene)oxazol-5(4H)-one